C(C1=CC=CC=C1)OCC1=C2C(=NC(=C1)C(=O)OCC)SC=C2C ethyl 4-((benzyloxy) methyl)-3-methylthieno[2,3-b]pyridine-6-carboxylate